BrC1=C(C=C2C(=NC(=NC2=C1F)F)N1CC(CCC1)(C(=O)OC)C)F methyl 1-(7-bromo-2,6,8-trifluoroquinazolin-4-yl)-3-methylpiperidine-3-carboxylate